2-(4-(3-(2-(dimethylamino)-ethyl)-1H-indol-1-yl)-2-methyl-4-oxobutan-2-yl)-3,5-dimethylphenyl acetate C(C)(=O)OC1=C(C(=CC(=C1)C)C)C(C)(CC(=O)N1C=C(C2=CC=CC=C12)CCN(C)C)C